1-Ethyl 4-(6-bromo-5-nitro-indazol-2-yl)cyclohexanecarboxylate BrC=1C(=CC2=CN(N=C2C1)C1CCC(CC1)C(=O)OCC)[N+](=O)[O-]